ClC1=C(C=CC=C1)C=1C(NC2=CC=C(C=C2C1)C1=CC=C(C=C1)N1CCN(CC1)C(C)C)=O 3-(2-chlorophenyl)-6-{4-[4-(propan-2-yl)piperazin-1-yl]phenyl}-1,2-dihydroquinolin-2-one